COC=1C=C2[C@]3(C(NC2=CC1)=O)[C@@H](C3)C3=CC=C1C(=NNC1=C3)NC3=NC=NC=C3C(F)(F)F (1R,2S)-5'-methoxy-2-(3-{[5-(trifluoromethyl)pyrimidin-4-yl]amino}-1H-indazol-6-yl)spiro[cyclopropane-1,3'-indol]-2'(1'H)-one